ClC1=C(C=CC=C1NC(C1=NC=C(C=C1)CN1C[C@@H](CC1)O)=O)C1=C(C(=CC=C1)NC=1N=CC=C2C=C(C=NC12)CN1CCCC1)C (R)-1-((8-((2'-Chloro-3'-(5-(((R)-3-hydroxypyrrolidin-1-yl)methyl)picolinamido)-2-methyl-[1,1'-biphenyl]-3-yl)amino)-1,7-naphthyridin-3-yl)methyl)pyrrolidin